C[C@@H]1[C@@H](C2=CC(=CC=C2C1)C)N cis-2,6-dimethylindan-1-amine